(S)-4-((3-(2-(2-methylazetidin-1-yl)-6,7-dihydro-5H-cyclopenta[d]pyrimidin-4-yl)phenyl)thio)benzonitrile C[C@@H]1N(CC1)C=1N=C(C2=C(N1)CCC2)C=2C=C(C=CC2)SC2=CC=C(C#N)C=C2